indole formate hemihydrate O.C(=O)O.N1C=CC2=CC=CC=C12.N1C=CC2=CC=CC=C12.C(=O)O